2-(4-(5'-(cyclopropylcarbamoyl)-2'-methyl-[1,1'-biphenyl]-4-carbonyl)phenoxy)ethyl 7-(3-(3-aminoprop-1-yn-1-yl)-4-(methoxycarbonyl)benzoyl)-2,7-diazaspiro[3.5]nonane-2-carboxylate NCC#CC=1C=C(C(=O)N2CCC3(CN(C3)C(=O)OCCOC3=CC=C(C=C3)C(=O)C3=CC=C(C=C3)C3=C(C=CC(=C3)C(NC3CC3)=O)C)CC2)C=CC1C(=O)OC